C(C)(C)(C)OC(=O)C1CC(C1)=C(C1=CC=C(C=C1)Cl)C1=COC2=C1C=CC=C2 3-(benzofuran-3-yl-(4-chlorophenyl)methylene)cyclobutane-1-carboxylic acid tert-butyl ester